ClC1=NC(=NC(=C1C=O)NNC1=C(C=C(C=C1C)OC(F)F)C)OC 4-chloro-6-(2-(4-(difluoromethoxy)-2,6-dimethylphenyl)hydrazinyl)-2-methoxypyrimidine-5-carbaldehyde